ClC=1C(=CC(=C(C(=O)NC=2C=NNC(C2)=O)C1)OC1=C(C=C(C=C1)F)OC1CCCC1)C(F)(F)F 5-chloro-2-(2-(cyclopentyloxy)-4-fluorophenoxy)-N-(6-oxo-1,6-dihydropyridazin-4-yl)-4-(trifluoromethyl)benzamide